(R)-8-(2-(tert-butyl)pyrimidin-5-yl)-3-(hydroxymethyl)-6-oxo-3,4-dihydro-2H,6H-pyrimido[2,1-b][1,3]thiazine-7-carbonitrile C(C)(C)(C)C1=NC=C(C=N1)C=1N=C2SC[C@H](CN2C(C1C#N)=O)CO